[Fe].[C].N#CC#N cyanogen carbon iron